2,6-dimethylbenzene isonitrile rhodium (I) [Rh+].N#[C-].CC1=CC(=CC=C1)C